1-(6-chloroindol-1-yl)-2,2-dimethyl-propan-1-one ClC1=CC=C2C=CN(C2=C1)C(C(C)(C)C)=O